1H-indol-4-yl dimethylcarbamate CN(C(OC1=C2C=CNC2=CC=C1)=O)C